4-(4-formylphenoxy)piperidine-1-carboxylic acid prop-2-enyl ester C(C=C)OC(=O)N1CCC(CC1)OC1=CC=C(C=C1)C=O